(4R)-4-Cyano-4-methyl-N-[[4-(1-phenylazetidin-3-yl)-2-pyridyl]methyl]isochromane-6-carboxamide C(#N)[C@@]1(COCC2=CC=C(C=C12)C(=O)NCC1=NC=CC(=C1)C1CN(C1)C1=CC=CC=C1)C